copper-zinc-indium sulfur [S].[In].[Zn].[Cu]